FC(C(=O)O)(F)F.BrC=1C=C2C(=CN1)N(C=C2)CCNC 2-(5-Bromo-1H-pyrrolo[2,3-C]pyridin-1-yl)-N-methylethan-1-amine trifluoroacetate